NC1=NC=2C=CC(=CC2C2=C1C=NN2C)C(=O)N(N(C(=O)C=2OC=CN2)C)CC2=C(C=C(C=C2)C(F)(F)F)F N'-(4-amino-1-methyl-1H-pyrazolo[4,3-c]quinoline-8-carbonyl)-N'-(2-fluoro-4-(trifluoromethyl)benzyl)-N-methyloxazole-2-carbohydrazide